FC(OC1=NC=CC(=C1)CNC(=O)NC1C(CCCC1C)C)F 1-[[2-(difluoromethoxy)pyridin-4-yl]methyl]-3-(2,6-dimethylcyclohexyl)urea